BrCC(=O)C1(CCN(CC1)C(=O)OC(C)(C)C)C tert-butyl 4-(2-bromoacetyl)-4-methylpiperidine-1-carboxylate